ClCCC(=O)O L-3-chloropropionic acid